C1(=C(C(=CC(=C1)C)C)S(=O)(=O)OC=1C=C(C=CC1)NC(=O)NC1=CC(=CC=C1)OS(=O)(=O)C1=C(C=C(C=C1C)C)C)C N,N'-di-[3-(mesitylenesulfonyloxy)phenyl]Urea